8-({4-[1-cyclopropyl-4-(trifluoromethyl)imidazol-2-yl]phenyl}methyl)-2-(4-cyclopropyl-6-methoxypyrimidin-5-yl)-5H-pteridine-6,7-dione C1(CC1)N1C(=NC(=C1)C(F)(F)F)C1=CC=C(C=C1)CN1C(C(NC=2C=NC(=NC12)C=1C(=NC=NC1OC)C1CC1)=O)=O